NC=1C=C(C=CC1)NC1=NC=CC(=N1)C1=C(C=CC=C1)O 2-(2-((3-aminophenyl)amino)pyrimidin-4-yl)phenol